NCC=1C(=NC(=NC1)Cl)NCC1=CC(=C(C=C1)C=1N(C=C(N1)C(F)(F)F)C)F 5-(aminomethyl)-2-chloro-N-(3-fluoro-4-(1-methyl-4-(trifluoromethyl)-1H-imidazol-2-yl)benzyl)pyrimidin-4-amine